OCC=1C=C(C=CC1)S(=O)(=O)NC1=CC=C(C=C1)C=1SC=2N=CN=C(C2N1)N1CCOCC1 3-(hydroxymethyl)-N-(4-(7-morpholinothiazolo[5,4-d]pyrimidin-2-yl)phenyl)benzenesulfonamide